Distearylphosphat C(CCCCCCCCCCCCCCCCC)OP(=O)(OCCCCCCCCCCCCCCCCCC)[O-]